D-N-methyl-phenylglycine CN[C@H](C1=CC=CC=C1)C(=O)O